(1R,2S)-2-phenylcyclopropan-1-amine C1(=CC=CC=C1)[C@H]1[C@@H](C1)N